C(C)S(=O)(=O)C=1C(=NC=CC1)C(=O)NC1=CC(=NC=C1NC)C(F)(F)F 3-ethylsulfonyl-N-[5-(methylamino)-2-(trifluoromethyl)-4-pyridinyl]Pyridine-2-carboxamide